2,2-dimethylpyrrole CC1(N=CC=C1)C